C(\C=C/CCCCCC)=O (Z)-nonenal